ethyl 2-(4-cyano-2-((7-(3-cyanophenyl)-2-methylbenzofuran-5-yl)methoxy)phenyl)acetate C(#N)C1=CC(=C(C=C1)CC(=O)OCC)OCC=1C=C(C2=C(C=C(O2)C)C1)C1=CC(=CC=C1)C#N